tert-butyl N-(7-{[N-(3-hydroxy-1,1-dioxo-2,3-dihydro-1λ6-benzothiophen-7-yl)acetamido]methyl}quinolin-2-yl)carbamate OC1CS(C2=C1C=CC=C2N(C(C)=O)CC2=CC=C1C=CC(=NC1=C2)NC(OC(C)(C)C)=O)(=O)=O